C(C)(C)C=1C=C(C=CC1)C([C@H](C)NC([C@H](C)NC(C1=NC=CC(=C1O)OC)=O)=O)C1=CC(=CC=C1)C(C)C N-((S)-1-(((S)-1,1-bis(3-isopropylphenyl)propan-2-yl)amino)-1-oxopropan-2-yl)-3-hydroxy-4-methoxypicolinamide